methyl 2-(1-(5-(trifluoromethyl)pyrimidin-2-yl)azetidin-3-yl)acetate FC(C=1C=NC(=NC1)N1CC(C1)CC(=O)OC)(F)F